C(C)N(C1=CC(=C(C(=O)C2=C(C(=O)N3CCN(CC3)C(=O)C3=C(C=CC=C3)CC(=O)C3=C(C=C(C=C3)N(CC)CC)O)C=CC=C2)C=C1)O)CC (2-{4-[2-(4-diethylamino-2-hydroxy-benzoyl)-benzoyl]-piperazine-1-carbonyl}-phenyl)-(4-diethylamino-2-hydroxyphenyl)-ethanone